The molecule is a boron oxoacid. It has a role as an inorganic acid. It derives from a hydride of a diborane(4). B(B(O)O)(O)O